BrC=1C=C(C(OC2C[C@@H]3[C@@H](CN(C3)C(=O)OC(C)(C)C)C2)Cl)C=CC1 t-butyl (3aR,5s,6aS)-5-((3-bromo chlorobenzyl)oxy)hexahydrocyclopenta[c]pyrrole-2(1H)-carboxylate